ClC=1C=C(C(=NC1OC)OC1CN(C1)C)N 5-chloro-6-methoxy-2-((1-methylazetidin-3-yl)oxy)pyridin-3-amine